ClC=1C=C(C=CC1OCC1=NC=CC=C1)NC=1C2=C(N=C(N1)C)NC=C2C2CCN(CC2)C(C=C)=O 1-(4-(4-((3-chloro-4-(pyridin-2-ylmethoxy)phenyl)amino)-2-methyl-7H-pyrrolo[2,3-d]pyrimidin-5-yl)piperidin-1-yl)prop-2-en-1-one